NC=1N=NC(=CC1N1C[C@H](OCC1)C1=C(C=C(C(=O)N2CCC(CC2)CN2CCC(CC2)N2C=CC3=C(C=CC=C23)N2C(NC(CC2)=O)=O)C=C1)C)C1=C(C=CC=C1)O |o1:9| (R*)-1-(1-(1-((1-(4-(4-(3-Amino-6-(2-hydroxyphenyl)pyridazin-4-yl)morpholin-2-yl)-3-methylbenzoyl)piperidin-4-yl)methyl)piperidin-4-yl)-1H-indol-4-yl)dihydropyrimidine-2,4(1H,3H)-dione